3-(methoxymethyl)-6-methyl-2-[(2,2,2-trifluoroethyl)sulfanyl]-4aH-pyrrolo[3,2-d]pyrimidin-4-one COCN1C(=NC=2C(C1=O)N=C(C2)C)SCC(F)(F)F